3-((4-((2-(Methylamino)-4-(6-methylpyridin-2-yl)thiazol-5-yl)oxy)pyridin-2-yl)amino)benzenesulfonamide CNC=1SC(=C(N1)C1=NC(=CC=C1)C)OC1=CC(=NC=C1)NC=1C=C(C=CC1)S(=O)(=O)N